FC1=CC(=C(C(=O)N2CC3=CC(=C(C=C3CC2)C)N(C(C=C)=O)C)C=C1C(C)C)O N-(2-(4-Fluoro-2-hydroxy-5-isopropylbenzoyl)-6-methyl-1,2,3,4-tetrahydroisoquinolin-7-yl)-N-methylacrylamide